1,3-dichloro-1,2,2,3-tetrafluoropropane ClC(C(C(F)Cl)(F)F)F